CC1=CC=C(C=C1)S(=O)(=O)NC(OCCC1=CC=C(C=C1)N1C(=NC2=C1C=C(C(=C2)C(=O)N)Cl)CC)=O 2-{4-[5-(aminocarbonyl)-6-chloro-2-ethyl-1H-benzimidazol-1-yl]phenyl}ethyl (4-methylphenyl)sulfonylcarbamate